FC(C=1C=CC(=NC1)N1C2=C(OC(C1)CNC(C)=O)N=CC=C2)(F)F N-((1-(5-(trifluoromethyl)pyridin-2-yl)-2,3-dihydro-1H-pyrido[2,3-b][1,4]oxazin-3-yl)methyl)acetamide